O1NC(C=N1)=O furazanone